7-(4-(1,5-dimethyl-1H-indazol-4-yl)cyclohex-3-en-1-yl)-3-methylpyrido[2,3-b]pyrazin-6(5H)-one CN1N=CC2=C(C(=CC=C12)C)C1=CCC(CC1)C1=CC=2C(=NC(=CN2)C)NC1=O